methyl (S)-3-cyclohexyl-2-isocyanatopropanoate C1(CCCCC1)C[C@@H](C(=O)OC)N=C=O